N-(5-(7-((6-methylimidazo[1,2-a]pyridin-2-yl)methyl)-8-oxo-7,8-dihydro-2,7-naphthyridin-4-yl)pyridin-2-yl)acetamide CC=1C=CC=2N(C1)C=C(N2)CN2C=CC=1C(=CN=CC1C2=O)C=2C=CC(=NC2)NC(C)=O